N-[6-chloro-4-(trifluoromethyl)-1-benzofuran-7-yl]-2-[2-(1,3-dihydro-2-benzofuran-5-yl)-5-ethyl-7-oxo-6-(piperazin-1-yl)-[1,2,4]triazolo[1,5-a]pyrimidin-4-yl]acetamide ClC1=C(C2=C(C=CO2)C(=C1)C(F)(F)F)NC(CN1C=2N(C(C(=C1CC)N1CCNCC1)=O)N=C(N2)C2=CC1=C(COC1)C=C2)=O